1-(4-dimethylaminophenyl)-1,2,3,4-tetrahydro-β-carboline CN(C1=CC=C(C=C1)C1NCCC=2C3=CC=CC=C3NC12)C